NC=1C=C(C=CC1OC)C=1N=C(SC1)N 4-(3-Amino-4-methoxyphenyl)thiazol-2-amine